(S)-1-(4'-methoxy-[1,1'-biphenyl]-4-yl)ethan-1-amine COC1=CC=C(C=C1)C1=CC=C(C=C1)[C@H](C)N